4-(benzo[d]oxazol-2(3H)-on-5-yl)-N2-(3-aminocarbonylphenyl)-5-methylpyrimidine-2,4-diamine O1C(NC2=C1C=CC(=C2)C2(NC(=NC=C2C)NC2=CC(=CC=C2)C(=O)N)N)=O